OCC1CC(C1)OC1CCN(CC1)C(=O)OCC1=CC=CC=C1 benzyl 4-[3-(hydroxymethyl)cyclobutoxy]piperidine-1-carboxylate